methyl 4-chloro-7-methyl-thieno[3,2-c]pyridine-2-carboxylate ClC1=NC=C(C2=C1C=C(S2)C(=O)OC)C